ClC1=CC(=NC=C1)C1=NOC(=C1)NC(CCC(=O)N1C=2N(CCC1)N=C(C2)C)=O N-(3-(4-chloropyridin-2-yl)isoxazol-5-yl)-4-(2-methyl-6,7-dihydropyrazolo[1,5-a]pyrimidin-4(5H)-yl)-4-oxobutanamide